COC=O.FC(OC=1C=CC=NC1)F 5-(difluoromethoxy)pyridine methyl-formate